FC=1C=C(OC2=CC=C(C=C2)N2N=C3C(NCCC3C3CCN(CC3)C(C=C)=O)=C2C(=O)N)C=CC1 2-[4-(3-fluorophenoxy)phenyl]-7-[1-(prop-2-enoyl)piperidin-4-yl]-4,5,6,7-tetrahydro-2H-pyrazolo[4,3-b]pyridine-3-carboxamide